C(CCCC)P([O-])(=O)CCCCC.[Al+3].C(CCCC)P([O-])(=O)CCCCC.C(CCCC)P([O-])(=O)CCCCC aluminium dipentylphosphinate